8-methoxy-3-((5-(dipropylamino)pentyl)oxy)-6H-benzo[c]benzopyran-6-one COC=1C=CC2=C(C(OC3=C2C=CC(=C3)OCCCCCN(CCC)CCC)=O)C1